C(C)OP(=O)(C(C1=C(C=C(C=C1C)C)C)=O)C1=CC=CC=C1 ethyl-phenyl(2,4,6-trimethylbenzoyl)phosphinate